BrC1=CC=2C(=NC=C3C=CC(N(C23)C2=CC(=CC(=C2)[N+](=O)[O-])C)=O)C=C1 9-Bromo-1-(3-methyl-5-nitrophenyl)benzo[h][1,6]naphthyridin-2(1H)-one